5-acetyl-1-benzylpyrrolidine-2-one C(C)(=O)C1CCC(N1CC1=CC=CC=C1)=O